C1(=CC=CC2=CC=CC=C12)N(C1=CC=C(C2=CC=C(N(C3=CC=CC=C3)C3=CC=CC4=CC=CC=C34)C=C2)C=C1)C1=CC=CC=C1 di-1-naphthyl-N,N'-diphenyl-benzidine